O[C@@H]1CC[C@H](CC1)NC1=NC=CC(=C1)C=1C=C2C(=NNC2=CC1)N 5-{2-[(trans-4-hydroxycyclohexyl)amino]pyridin-4-yl}-1H-indazol-3-amine